The molecule is the N-glycosyl compound formed from the deoxy trisaccharide 2-deoxy-alpha-D-Gal-(1->3)-beta-D-Gal-(1->4)-beta-D-Glc by replacement of the OH at the anomeric centre of the glucose residue by an azido group. It is a N-glycosyl compound, an azide and a deoxy oligosaccharide derivative. C1[C@H]([C@H]([C@H](O[C@@H]1O[C@H]2[C@H]([C@H](O[C@H]([C@@H]2O)O[C@@H]3[C@H](O[C@H]([C@@H]([C@H]3O)O)N=[N+]=[N-])CO)CO)O)CO)O)O